1-bromo-5-(trifluoromethyl)benzene sodium [Na].BrC1=CC=CC(=C1)C(F)(F)F